4-Bromo-1-(5-(isopropylsulfanyl)-4-(4-methylpiperidin-1-yl)thiazol-2-yl)-3-methyl-1H-pyrazole-5-carboxylic acid methyl ester COC(=O)C1=C(C(=NN1C=1SC(=C(N1)N1CCC(CC1)C)SC(C)C)C)Br